Triformylparaben C(=O)C=1C(=C(C(=C(C(O)=O)C1)C=O)C=O)O